Cl.C1(=CC=CC=C1)C(C(C)C)O phenyl-2-methylpropanol hydrochloride